NC1=NC2=CC(=CC=C2C=C1Cl)CN(C(=O)C=1C=NC(=CC1)C1CC1)C1=CC=CC=2CCS(C21)(=O)=O N-[(2-amino-3-chloroquinolin-7-yl)methyl]-6-cyclopropyl-N-(1,1-dioxo-2,3-dihydro-1λ6-benzothiophen-7-yl)pyridine-3-carboxamide